1-(3-bromophenyl)-4-cyclopropyl-1H-imidazole-2-thiol BrC=1C=C(C=CC1)N1C(=NC(=C1)C1CC1)S